2-(2,6-dimethyl-4-((5-oxo-1-(4-(trifluoromethoxy)phenyl)-1,5-dihydro-4H-1,2,4-triazol-4-yl)methyl)phenoxy)-2-methylpropanoic acid ethyl ester C(C)OC(C(C)(C)OC1=C(C=C(C=C1C)CN1C=NN(C1=O)C1=CC=C(C=C1)OC(F)(F)F)C)=O